tert-butyl 3-methyl-1-carbonyl-8-azaspiro[4.5]decan-2-ene-8-carboxylate CC1=CC(C2(C1)CCN(CC2)C(=O)OC(C)(C)C)=C=O